1,3-dimethyl-amyl-amine CC(CC(CC)C)N